tert-butyl (3R,4R)-4-(4-chloro-2-methyl-anilino)-3-methyl-piperidine-1-carboxylate ClC1=CC(=C(N[C@H]2[C@@H](CN(CC2)C(=O)OC(C)(C)C)C)C=C1)C